5-(perfluoropropyl)isoxazole FC(C(C(F)(F)F)(F)F)(C1=CC=NO1)F